NC1=CC=C(C=C1)S(=O)(=O)CCO 2-(4-aminophenylsulfonyl)ethanol